N1=CC=C2C=CC=3C(=C12)C=CC1=C(N3)C=CC=C1 benzazepinoindole